alpha-methyl-2-nitro-benzylcarbonate CC(C1=C(C=CC=C1)[N+](=O)[O-])OC([O-])=O